2-((6-(4-((6-isopropoxypyrazin-2-yl)amino)-3-methylisoxazol-5-yl)-2-methyl-pyridin-3-yl)carbamoyl)cyclopropane-1-carboxylic acid C(C)(C)OC1=CN=CC(=N1)NC=1C(=NOC1C1=CC=C(C(=N1)C)NC(=O)C1C(C1)C(=O)O)C